N=1C=CN2C=NNC(C21)=O imidazo[1,2-d][1,2,4]triazin-8(7H)-one